5-oxo-7-heptanoic acid methyl ester COC(CC(CCCC)=O)=O